C1(=CC=C(C=C1)N(C1=CC=2C(C3=CC=CC=C3C2C=C1)(C)C)C1=CC=C(C=C1)C1=CC=CC=2C(C3=C(C=C(C=C3C12)C(C)(C)C)C(C)(C)C)(C1=CC=CC=C1)C1=CC=CC=C1)C1=CC=CC=C1 N-{[1,1'-biphenyl]-4-yl}-N-[4-(6,8-di-tert-butyl-9,9-diphenyl-9H-fluoren-4-yl)phenyl]-9,9-dimethyl-9H-fluoren-2-amine